2-(5-Nitroquinolin-8-yloxy)ethyl isobutyrate C(C(C)C)(=O)OCCOC=1C=CC(=C2C=CC=NC12)[N+](=O)[O-]